C(CC)C(COC(=O)OOC(=O)OCC(CCCCC)CCC)CCCCC.C(C)(C)(C)NS(=O)(=O)C=1SC=C(N1)C(C)O N-tert-butyl-4-(1-hydroxyethyl)thiazole-2-sulfonamide di(2-propylheptyl)peroxydicarbonate